tert-butyl N-[(4S)-6-[(5-tert-butyl-4-methyl-thiazol-2-yl)amino]-4-[[7-(5-methyl-1,2,4-oxadiazol-3-yl)-1-isoquinolyl]amino]-6-oxo-hexyl]-N-methyl-carbamate C(C)(C)(C)C1=C(N=C(S1)NC(C[C@H](CCCN(C(OC(C)(C)C)=O)C)NC1=NC=CC2=CC=C(C=C12)C1=NOC(=N1)C)=O)C